2-trimethylsilylethyl 4-(4-piperidylmethyl)piperidine-1-carboxylate N1CCC(CC1)CC1CCN(CC1)C(=O)OCC[Si](C)(C)C